(S)-Methoxy(3,5-dimethoxy-4-hydroxyphenyl)ethanol CO[C@](C)(O)C1=CC(=C(C(=C1)OC)O)OC